FC(CS(=O)(=O)N1CC(C1)CC#N)(F)F 1-(2,2,2-trifluoroethylsulfonyl)azetidin-3-ylacetonitrile